FC(C=1C=C(C=C(C1)C(F)(F)F)[C@@H](C)OC[C@@]1(NC[C@@]2(CCC(N2)=O)CC1)C1=CC=CC=C1)(F)F (5S,8S)-8-(((1R)-1-(3,5-bis-(trifluoromethyl)phenyl)-ethoxy)-methyl)-8-phenyl-1,7-diazaspiro(4.5)decan-2-one